C(C)(C)(C)OC(=O)N1C(C2(C1)OCCC2)C2=CC=CC=1N(C(N(C12)C)=O)C1C(NC(CC1)=O)=O [1-(2,6-dioxo-3-piperidinyl)-3-methyl-2-oxo-benzoimidazol-4-yl]-5-oxa-2-azaspiro[3.4]octane-2-carboxylic acid tert-butyl ester